5-(8-(neopentyloxy)imidazo[1,2-b]pyridazin-6-yl)pyrimidine-2,4(1H,3H)-dione C(C(C)(C)C)OC=1C=2N(N=C(C1)C=1C(NC(NC1)=O)=O)C=CN2